6-Isopropoxy-2-(4-piperidinyl)-N-pyrazolo[1,5-a]pyrimidin-3-yl-indazole-5-carboxamide C(C)(C)OC=1C(=CC2=CN(N=C2C1)C1CCNCC1)C(=O)NC=1C=NN2C1N=CC=C2